2-allyl-2,4-pentanediol benzoate C(C1=CC=CC=C1)(=O)O.C(C=C)C(C)(CC(C)O)O